2-[(3,5-dibromophenyl)amino]but-3-en-1-ol BrC=1C=C(C=C(C1)Br)NC(CO)C=C